FC1=NC(C2=CC=C(C=C2C12CC2)C#C[Si](C)(C)C)=O fluoro-1'-oxo-6'-((trimethylsilyl)ethynyl)-1'H-spiro[cyclopropane-1,4'-isoquinoline]